potassium-manganese-iron [Fe].[Mn].[K]